3-(5-(4-chloro-5-fluoroisoindoline-2-carbonyl)-1-oxoisoindolin-2-yl)piperidine-2,6-dione ClC1=C2CN(CC2=CC=C1F)C(=O)C=1C=C2CN(C(C2=CC1)=O)C1C(NC(CC1)=O)=O